(S)-2-((4-(3-((8-(Ethylsulfonamido)-2-azaspiro[4.5]decane-2-yl)methyl)pyrrolidin-1-yl)pyrimidin-5-yl)oxy)-5-fluoro-N,N-diisopropylbenzamide C(C)S(=O)(=O)NC1CCC2(CCN(C2)C[C@H]2CN(CC2)C2=NC=NC=C2OC2=C(C(=O)N(C(C)C)C(C)C)C=C(C=C2)F)CC1